BrC=1C2=C(SC1)C=CC(=C2)C(C)(C)C 3-bromo-5-tert-butyl-benzo[b]thiophene